CC(CC(=O)N)(C)C 3,3-dimethylbutyramide